CC1(N(CCN(C1)[C@@H](C(NC1=NC=C(N=C1)OC1=C(C=C(C=C1F)F)F)=O)C)C(=O)C1=CC=[N+](C=C1)[O-])C (R)-4-(2,2-dimethyl-4-(1-oxo-1-((5-(2,4,6-trifluorophenoxy)pyrazin-2-yl)amino)propan-2-yl)piperazine-1-carbonyl)pyridine 1-oxide